O1N=CC=C1 [1,2]oxazol